3-(5-fluoro-3,4-dihydroisoquinolin-2(1H)-yl)azetidine-1-carboxylic acid tert-butyl ester C(C)(C)(C)OC(=O)N1CC(C1)N1CC2=CC=CC(=C2CC1)F